4-(6-(6-((6-Methoxypyridin-3-yl)methyl)-3,6-diazabicyclo[3.1.1]heptan-3-yl)pyridin-3-yl)-6-(2-morpholinoethoxy)pyrazolo[1,5-a]pyridine-3-carbonitrile COC1=CC=C(C=N1)CN1C2CN(CC1C2)C2=CC=C(C=N2)C=2C=1N(C=C(C2)OCCN2CCOCC2)N=CC1C#N